FC1=C(C(=O)Cl)C=CC=C1NC(C1=CC=C(C=C1)F)=O 2-fluoro-3-(4-fluorobenzamido)benzoyl chloride